C1=CC=CC=2C3=CC=CC=C3C(C12)COC(=O)N[C@H](C(=O)O)CC=1C=NC(=CC1)C1=C(C=CC=C1)Cl (S)-2-((((9H-fluoren-9-yl)methoxy)carbonyl)amino)-3-(6-(2-chlorophenyl)pyridin-3-yl)propanoic acid